1,4-bis(2-amino-2-propyl)piperazine NC(C)(C)N1CCN(CC1)C(C)(C)N